FC(CN1N=C(C=2C=NC(=CC21)[C@@H]2[C@H](C2)C=2C=1N(N=C(C2)C=2C(NC(NC2)=O)=O)C=CN1)C(F)(F)F)(F)F 5-(8-((1S,2S)-2-(1-(2,2,2-trifluoroethyl)-3-(trifluoromethyl)-1H-pyrazolo[4,3-c]pyridin-6-yl)cyclopropyl)imidazo[1,2-b]pyridazin-6-yl)pyrimidine-2,4(1H,3H)-dione